O1C2=C(OCC1)C=C(C=C2)OC2CCN(CC2)C=2C(=C(C=1N(N2)C(C=CN1)=O)OC)C 7-(4-((2,3-dihydrobenzo[b][1,4]dioxin-6-yl)oxy)piperidin-1-yl)-9-methoxy-8-methyl-4H-pyrimido[1,2-b]pyridazin-4-one